(4-bromo-1H-pyrazol-1-yl)-2-methylpropanamide BrC=1C=NN(C1)C(C(=O)N)(C)C